CS(=O)CC1=C(C=CC(=C1)[N+](=O)[O-])C1(CC1)C(=O)N 1-(2-((methylsulfinyl)methyl)-4-nitrophenyl)cyclopropane-1-carboxamide